BrC1=CC=C(C=C1)N1CCC(CC1)(F)CN1CCOCC1 4-((1-(4-bromophenyl)-4-fluoropiperidin-4-yl)methyl)morpholine